P(OCC1=CC(=C(C(=C1)C(C)(C)C)O)C(C)(C)C)([O-])[O-] 3,5-di-t-butyl-4-hydroxybenzyl phosphite